[(Z)-non-2-enyl] 8-[3-[2-[2-[2-[2-[2-(1-methyl-4-piperidyl)acetyl]oxyethoxy]ethoxy]ethoxy]ethoxy]-2-[8-[(Z)-non-2-enoxy]-8-oxooctoxy]propoxy]octanoate CN1CCC(CC1)CC(=O)OCCOCCOCCOCCOCC(COCCCCCCCC(=O)OC\C=C/CCCCCC)OCCCCCCCC(=O)OC\C=C/CCCCCC